O1C2(OCC1)CCC=1C(=NC=NC1C2)N2C[C@@H](CCC2)N (R)-1-(5,8-dihydro-6H-spiro[quinazolin-7,2'-[1,3]dioxolan]-4-yl)piperidin-3-amine